2'-bromo-3-chloro-4-((2,4-difluorophenyl)methoxy-d2)-5',6-dimethyl-2H-[1,4'-bipyridin]-2-one BrC1=NC=C(C(=C1)N1C(C(=C(C=C1C)OC([2H])([2H])C1=C(C=C(C=C1)F)F)Cl)=O)C